(R)-4-(2-amino-4-((1-hydroxy-2-methylhexan-2-yl)amino)quinazolin-7-yl)-5-((methyl-(Phenylethyl)amino)methyl)pyridin-2(1H)-one NC1=NC2=CC(=CC=C2C(=N1)N[C@@](CO)(CCCC)C)C1=CC(NC=C1CN(CCC1=CC=CC=C1)C)=O